2-[3,5-bis(trifluoromethyl)phenyl]-N-{4-(4-fluoro-2-methylphenyl)-6-[(7S,9aS)-7-(hydroxymethyl)hexahydropyrazino[2,1-c][1,4]oxazin-8(1H)-yl]-3-pyridyl}-N,2-dimethylpropionamide FC(C=1C=C(C=C(C1)C(F)(F)F)C(C(=O)N(C)C=1C=NC(=CC1C1=C(C=C(C=C1)F)C)N1C[C@H]2COCCN2C[C@H]1CO)(C)C)(F)F